(3aR,5s,6aS)-N-(6-(2-chloro-5-fluorophenyl)pyridazin-3-yl)-2-(2,3-dihydro-1H-inden-2-yl)octahydrocyclopenta[c]pyrrol-5-amine ClC1=C(C=C(C=C1)F)C1=CC=C(N=N1)NC1C[C@@H]2[C@@H](CN(C2)C2CC3=CC=CC=C3C2)C1